C(C=C)[Si](CC=C)(CC=C)[Si] triallylsilyl-silicon